ethyl 1-[1-{4-chloro-4'-[4-(2-methylpropyl) piperazin-1-yl] [1,1'-biphenyl]-2-yl} piperidin-3-yl]-5-(difluoromethyl)-1H-pyrazole-4-carboxylate ClC1=CC(=C(C=C1)C1=CC=C(C=C1)N1CCN(CC1)CC(C)C)N1CC(CCC1)N1N=CC(=C1C(F)F)C(=O)OCC